C(C)(=O)C1=CC(=NN1C[C@H](C)NC(OC(C)(C)C)=O)Br tert-butyl [(2S)-1-(5-acetyl-3-bromo-1H-pyrazol-1-yl)propan-2-yl]carbamate